ClC=CCOC(CON=C(CC)C=1C(CC(CC1O)CC(C)SCC)=O)C 2-{1-[2-(3-chloro-allyloxy)-propoxyimino]-propyl}-5-(2-ethylsulfanyl-propyl)-3-hydroxy-cyclohex-2-enone